C(C=C)(=O)NC(C(C)C)S(=O)(=O)[O-].[Na+] sodium acrylamido-2-methyl-propanesulfonate